9,9',9'',9'''-(4-(2-(2,6-diphenylpyridin-4-yl)phenyl)pyridine-2,3,5,6-tetrayl)tetrakis(9H-carbazole-3,6-dicarbonitrile) C1(=CC=CC=C1)C1=NC(=CC(=C1)C1=C(C=CC=C1)C1=C(C(=NC(=C1N1C2=CC=C(C=C2C=2C=C(C=CC12)C#N)C#N)N1C2=CC=C(C=C2C=2C=C(C=CC12)C#N)C#N)N1C2=CC=C(C=C2C=2C=C(C=CC12)C#N)C#N)N1C2=CC=C(C=C2C=2C=C(C=CC12)C#N)C#N)C1=CC=CC=C1